methyl 4-bromo-6-chloropicolinate BrC1=CC(=NC(=C1)Cl)C(=O)OC